ClC1=C(CC=2NC=C(N2)C2=CC3=CC=CC=C3C=C2)C=CC(=C1)Cl 2-(2,4-Dichlorobenzyl)-4-(2-naphthyl)imidazole